CC1(O[C@]2([C@@H](O1)[C@@H](O[C@@H]2COC2=CC=C1C=C(C(=NC1=C2)Cl)Br)N2C=CC1=C2N=CN=C1C)C)C 7-[[(3aR,4R,6R,6aR)-2,2,3a-trimethyl-6-(4-methylpyrrolo[2,3-d]pyrimidin-7-yl)-6,6a-dihydro-4H-furo[3,4-d][1,3]dioxol-4-yl]methoxy]-3-bromo-2-chloro-quinoline